N-{3-[({2-[(3-{[(3S)-3-hydroxypyrrolidin-1-yl]carbonyl}phenyl)amino]-5-(trifluoromethyl)pyrimidin-4-yl}amino)methyl]pyridin-2-yl}-N-methylmethane-sulfonamide O[C@@H]1CN(CC1)C(=O)C=1C=C(C=CC1)NC1=NC=C(C(=N1)NCC=1C(=NC=CC1)N(S(=O)(=O)C)C)C(F)(F)F